ethyl P-(4-(5-(chlorodifluoromethyl)-1,2,4-oxadiazol-3-yl)-2-fluorobenzyl)-N-(2-chlorophenyl)phosphonamidate ClC(C1=NC(=NO1)C1=CC(=C(CP(OCC)(=O)NC2=C(C=CC=C2)Cl)C=C1)F)(F)F